NC1=C(C(=O)N[C@@H](CO)C(=O)OC)C=CC=C1Br Methyl (2-amino-3-bromobenzoyl)-L-serinate